C(C1=CC=CC=C1)OC1CC2(C1)N(C(N(C2=O)COCC[Si](C)(C)C)=O)CC2CCC(CC2)NC(OC(C)(C)C)=O tert-Butyl ((1S,4s)-4-(((2S,4s)-2-(benzyloxy)-6,8-dioxo-7-((2-(trimethylsilyl)ethoxy)methyl)-5,7-diazaspiro[3.4]octan-5-yl)methyl)cyclohexyl)carbamate